BrC=1C=CC2=C(C(=C(O2)CC)C(C)(C)C)C1 5-Bromo-3-tert-butyl-2-ethyl-benzofuran